N-((3S,4S)-3-((6-(2,6-dichloro-3,5-di-methoxyphenyl)-8-(oxetan-3-ylamino)pyrido[3,4-d]pyrimidin-2-yl)amino)tetrahydro-2H-pyran-4-yl)acryl-amide ClC1=C(C(=C(C=C1OC)OC)Cl)C1=CC2=C(N=C(N=C2)N[C@@H]2COCC[C@@H]2NC(C=C)=O)C(=N1)NC1COC1